C1(CCC2=NC=CC=C12)NC=1N=CC=C2C=C(SC12)C=1C(=C(N=C2C(CS(C12)(=O)=O)C)CCC1CCOCC1)C=1OC(=NN1)C N-(R)-4-aza-1-indanyl(2-(3-methyl-6-(5-methyl-1,3,4-oxadiazol-2-yl)-1,1-dioxo-5-[2-(tetrahydro-2H-pyran-4-yl)ethyl]-1λ6-thia-4-aza-7-indanyl)-1-thia-6-aza-7-indenyl)amine